ClC1=NC(=CC(=C1)C1=C(N=C(C=2N1N=NN2)N)C2=CC=CC=C2)C 5-(2-chloro-6-methylpyridin-4-yl)-6-phenyltetrazolo[1,5-a]pyrazin-8-amine